(fluoromethyl)(methyl)carbamic acid tert-butyl ester C(C)(C)(C)OC(N(C)CF)=O